P(=O)(=O)[W]=O phosphotungsten oxide